2-mercapto-1-ethyltriethoxysilane SCC[Si](OCC)(OCC)OCC